7-fluoro-1-((S)-1-hydroxymethyl-2-methylpropyl)-6-iodo-4-oxo-1,4-dihydroquinoline-3-carboxylic acid ethyl ester C(C)OC(=O)C1=CN(C2=CC(=C(C=C2C1=O)I)F)[C@@H](C(C)C)CO